4-(3-chlorophenyl)-7-ethyl-7H-imidazo[4,5-c]pyridazine ClC=1C=C(C=CC1)C=1C2=C(N=NC1)N(C=N2)CC